(R)-N'-(3-(7,7-difluoro-2-((S)-2-methylazetidin-1-yl)-6,7-dihydro-5H-cyclopenta[d]pyrimidin-4-yl)phenyl)methanesulfonimidamide FC1(CCC2=C1N=C(N=C2C=2C=C(C=CC2)N=[S@](=O)(N)C)N2[C@H](CC2)C)F